3-(4-(2-hydroxypropan-2-yl)-1-((3-methyloxetan-3-yl)methyl)-1H-indol-6-yl)-1-methyl-1,6-dihydro-7H-pyrrolo[2,3-c]pyridin-7-one OC(C)(C)C1=C2C=CN(C2=CC(=C1)C1=CN(C=2C(NC=CC21)=O)C)CC2(COC2)C